dioctyl adipate (dioctyl phthalate) C(CCCCCCC)C=1C(=C(C(C(=O)O)=CC1)C(=O)O)CCCCCCCC.C(CCCCC(=O)OCCCCCCCC)(=O)OCCCCCCCC